C(C)(C)(C)C1=CC=C(CN)C=C1 4-tertiary butyl-benzylamine